FC(C)(F)C1=NC=C(C=C1CN1CC2(CCC2)OC1=O)C1=CC(=C(C=C1)F)C(F)F 6-[[2-(1,1-Difluoroethyl)-5-[3-(difluoromethyl)-4-fluoro-phenyl]-3-pyridyl]methyl]-8-oxa-6-azaspiro[3.4]octan-7-one